4-bromo-1-(2-(3,3-difluoropyrrolidin-1-yl)-2-oxoethyl)-1'-(1H-pyrazolo[3,4-c]pyridine-5-carbonyl)spiro[indoline-3,4'-piperidin]-2-one BrC1=C2C(=CC=C1)N(C(C21CCN(CC1)C(=O)C=1C=C2C(=CN1)NN=C2)=O)CC(=O)N2CC(CC2)(F)F